C(CC1=CC=CC=C1)NC1C2=C(N(N=C2CCC1)C1=NC=CC=C1)O phenethylamino-2-pyridin-2-yl-4,5,6,7-tetrahydro-2H-indazol-3-ol